1-(1-methylindolin-4-yl)-5-(trifluoromethyl)-1H-pyrazole-4-carbonyl chloride CN1CCC2=C(C=CC=C12)N1N=CC(=C1C(F)(F)F)C(=O)Cl